FC1=C(C=CC(=C1)F)C1=CC(=CC=C1)N1CN=CC2=CC(=C(C=C12)OCCCN1CCOCC1)[N+](=O)[O-] N-(2',4'-difluoro-[1,1'-biphenyl]-3-yl)-7-(3-morpholinopropoxy)-6-nitroquinazoline